C(C)(C)(C)OC(=O)N1C2CN(CC1C2)C2=NC=C(C=C2NS(=O)(=O)C)C2=CC=1C3=C(C=NC1C=C2)N(C(C32CCC2)=O)C tert-Butyl-3-(5-(3'-methyl-2'-oxo-2',3'-dihydrospiro[cyclobutane-1,1'-pyrrolo[2,3-c]quinolin]-8'-yl)-3-(methylsulfonamido)pyridin-2-yl)-3,6-diazabicyclo[3.1.1]heptane-6-carboxylate